FC1=CC=C(C=C1)C=1N=C(C(=NC1)[C@H]1CN(CC1)C(C=C)=O)C1=NN(C=C1)C |o1:13| (R)- or (S)-1-(3-(5-(4-fluorophenyl)-3-(1-methyl-1H-pyrazol-3-yl)pyrazin-2-yl)pyrrolidin-1-yl)prop-2-en-1-one